CS(=O)(=O)C=1SC(=NN1)C=1N=C(SC1)C1=CC=CC=C1 2-(methylsulfonyl)-5-(2-phenylthiazol-4-yl)-1,3,4-thiadiazole